S1C(=NN=C1)CCCN1CC(CC1)C1=CNC2=CC=CC=C12 3-(1-(3-(1,3,4-thiadiazol-2-yl)propyl)pyrrolidin-3-yl)-1H-indole